(S)-37-(4-(2,5-dioxo-2,5-dihydro-1H-pyrrol-1-yl)butanamido)-31,38,41-trioxo-2,5,8,11,14,17,20,23,26,29-decaoxa-32,39,42-triazahexatetracontan-46-oic acid O=C1N(C(C=C1)=O)CCCC(=O)N[C@@H](CCCCNC(COCCOCCOCCOCCOCCOCCOCCOCCOCCOC)=O)C(NCC(NCCCC(=O)O)=O)=O